CS(=O)(=O)C=1C(=NC=CC1)NC1=C(N=NC(=C1)NC1=NC(=NC=C1)OC)C(=O)NC([2H])([2H])[2H] 4-[(3-methanesulfonylpyridin-2-yl)amino]-6-[(2-methoxypyrimidin-4-yl)amino]-N-(2H3)methylpyridazine-3-carboxamide